C1(C=CC=C1)[Hf](N(C)C)(N(C)C)C1C=CC=C1 Bis(cyclopentadienyl)bis(dimethylamino)hafnium